3-(((2-(2-hydroxypropan-2-yl)pyridin-4-yl)methyl)amino)-2,3-dihydrothiophene 1,1-dioxide OC(C)(C)C1=NC=CC(=C1)CNC1CS(C=C1)(=O)=O